ClC1=NC(=NC=C1[Si](C)(C)C)N1C[C@@H](N(CC1)C1=NC=NC=C1)COC (R)-4-chloro-2-(3-(methoxymethyl)-4-(pyrimidin-4-yl)piperazin-1-yl)-5-(trimethylsilyl)pyrimidine